C(C)OC(CC1=C(C=C(C(=O)OCC)C=C1)O)=O ethyl 4-(2-ethoxy-2-oxoethyl)-3-hydroxybenzoate